NC1=NC(=NC=C1CN(C=O)C(C(CCC)SC(C1=CC=CC=C1)=O)C)C (Z)-5-(N-((4-Amino-2-methylpyrimidin-5-yl)methyl)formamido)-4-(benzoylthio)hexan